BrC1=CC=C2N=CC(=NC2=C1O)N[C@@H]1C[C@H](NCC1)C(=O)O (2S,4S)-4-((7-bromo-8-hydroxyquinoxaline-2-yl)amino)piperidine-2-carboxylic acid